N-{(1R)-2-hydroxy-1-[4-(4-methyl-1,3-thiazol-5-yl)phenyl]Ethyl}-L-prolinamide OC[C@@H](C1=CC=C(C=C1)C1=C(N=CS1)C)NC([C@H]1NCCC1)=O